BrC=1C(=C(C=CC1)C(C(F)(F)F)N(C(CN1C(C2=CC=CC=C2C1=O)=O)=O)C1CC1)F N-(1-(3-bromo-2-fluorophenyl)-2,2,2-trifluoroethyl)-N-cyclopropyl-2-(1,3-dioxoisoindolin-2-yl)acetamide